(2-(3-(isopropoxymethyl)-4-methoxyphenylamino)-5-methylpyrimidin-4-ylamino)benzo[d]oxazol-2(3H)-one C(C)(C)OCC=1C=C(C=CC1OC)NC1=NC=C(C(=N1)NN1C(OC2=C1C=CC=C2)=O)C